(S)-8-(8-fluoro-6-methyl-2,6-diazaspiro[3.4]oct-2-yl)-6-methyl-N-(1-(methylsulfonyl)piperidin-4-yl)pyrido[3,4-d]pyrimidin-2-amine F[C@@H]1CN(CC12CN(C2)C2=NC(=CC1=C2N=C(N=C1)NC1CCN(CC1)S(=O)(=O)C)C)C